C1(CC1)[C@@H](\C=C(/S(=O)(=O)C)\F)N (S,Z)-1-cyclopropyl-3-fluoro-3-(methylsulfonyl)prop-2-en-1-amine